ClC1=C(C(=O)NC2(CCN(CC2)C2=NC=C(C=C2)C=2C=3N(C=C(C2)OCC(C)(C)O)N=CC3C#N)C)C(=CC=C1)F 2-chloro-N-(1-(5-(3-cyano-6-(2-hydroxy-2-methylpropoxy)pyrazolo[1,5-a]pyridin-4-yl)pyridin-2-yl)-4-methylpiperidin-4-yl)-6-fluorobenzamide